O1CCN(CC1)C1=CC(=NC=2N1N=C(C2)C=2C=NC(=NC2)N)N2N=CC(=C2)C=2C=C(C=CC2)C 5-[7-morpholino-5-[4-(m-tolyl)pyrazol-1-yl]pyrazolo[1,5-a]pyrimidin-2-yl]pyrimidin-2-amine